CC1=NC=CC(=C1)C(=O)O.C(C1=CC=NC=C1)(=O)OC methyl isonicotinate (methyl 4-picolinate)